ClC1=CC(=C(N=N1)C(=O)NC)NC1=NN2C(C=CC(=C2)N2C(CC2C2=CC=CC=C2)=O)=N1 6-chloro-N-methyl-4-((6-(2-oxo-4-phenylazetidin-1-yl)-[1,2,4]triazolo[1,5-a]pyridin-2-yl)amino)pyridazine-3-carboxamide